(S)-1-ethyl-N-(3-fluoro-4-((3-((1-hydroxypropan-2-yl)amino)-1H-pyrazolo[3,4-b]pyridin-4-yl)oxy)phenyl)-5-(4-fluorophenyl)-4-oxo-1,4-dihydropyridine-3-carboxamide C(C)N1C=C(C(C(=C1)C1=CC=C(C=C1)F)=O)C(=O)NC1=CC(=C(C=C1)OC1=C2C(=NC=C1)NN=C2N[C@H](CO)C)F